(3R)-3-{[2-(1-ethyl-3,5-dimethyl-1H-pyrazol-4-yl)-7-(trifluoromethyl)[1,2,4]triazolo[1,5-c]quinazolin-5-yl]amino}azepan-2-one C(C)N1N=C(C(=C1C)C1=NN2C(=NC=3C(=CC=CC3C2=N1)C(F)(F)F)N[C@H]1C(NCCCC1)=O)C